(2R,3S)-2-(3-(6-fluoro-5-methoxy-1H-benzo[d]imidazol-1-yl)propyl)piperidin-3-ol dihydrochloride Cl.Cl.FC=1C(=CC2=C(N(C=N2)CCC[C@H]2NCCC[C@@H]2O)C1)OC